((2,4-dioxo-1,3-diazaspiro[4.4]nonan-7-yl)methyl)-4-methylthiophene-2-sulfonamide O=C1NC2(C(N1)=O)CC(CC2)CC2=C(SC=C2C)S(=O)(=O)N